(2-oxopyrrolidin-1-yl) ethylmethanesulfonate C(C)CS(=O)(=O)ON1C(CCC1)=O